C1(=CC=CC=C1)NC1=CC=CC=C1 N,N-diphenyl-amine